FC1=C(C=C2C=C(N=CC2=C1N)NC1=CC(=CC=C1)C1NCCOC1)C=1C=NC=CC1C 7-fluoro-6-(4-methylpyridin-3-yl)-N3-(3-(morpholin-3-yl)phenyl)isoquinoline-3,8-diamine